FC=1C=C(C=C(C1F)O)C=1C(OC2=C(C1C)C=C(C=C2)O)C2=CC=C(C=C2)OC[C@H](C)N2C[C@@H](CC2)C 3-(3,4-difluoro-5-hydroxyphenyl)-4-methyl-2-(4-((S)-2-((R)-3-methylpyrrolidin-1-yl)propoxy)phenyl)-2H-benzopyran-6-ol